N-(2-chlorobenzyl)-2-ethynyl-thiazole-4-carboxamide ClC1=C(CNC(=O)C=2N=C(SC2)C#C)C=CC=C1